C=CC=CCC=CCC=CCCCCCCC heptadeca-1,3,6,9-tetraene